8-((tert-butoxycarbonyl)amino)caprylic acid C(C)(C)(C)OC(=O)NCCCCCCCC(=O)O